ClC=1C(=NC(=NC1)NC=1C=CC2=C(CCC(CC2)N2CCCC2)C1)NC1=C(C=C(C=C1)OC(C)C)P(C)(C)=O 2-((5-chloro-2-((7-(pyrrolidin-1-yl)-6,7,8,9-tetrahydro-5H-benzo[7]annulen-2-yl)amino)pyrimidin-4-yl)amino)-5-(isopropyloxyl)phenyl-dimethyl-phosphine oxide